N-Methyl-bis-(3-aminopropyl)amin CN(CCCN)CCCN